3-(5-(((2R,3S)-3-(((4,4-difluorocyclohexyl)methyl)amino)tetrahydro-2H-pyran-2-yl)methyl)-4-fluoro-1-oxoisoindolin-2-yl)piperidine-2,6-dione FC1(CCC(CC1)CN[C@@H]1[C@H](OCCC1)CC=1C(=C2CN(C(C2=CC1)=O)C1C(NC(CC1)=O)=O)F)F